CN1N=CC(=C1)CN1C=2N(C3=CC=C(C=C3C1=O)S(=O)(=O)NC1(CC1)C)[C@@H](CN2)C#CC (R)-4-((1-methyl-1H-pyrazol-4-yl)methyl)-N-(1-methylcyclopropyl)-5-oxo-1-(prop-1-yn-1-yl)-1,2,4,5-tetrahydroimidazo-[1,2-a]quinazoline-7-sulfonamide